piperidin-3-yl-quinoline-8-carbonitrile N1CC(CCC1)C1=NC2=C(C=CC=C2C=C1)C#N